C(C(=C)C)(=O)OC1CC(NC(C1)(C)C)(C)C 2,2,6,6-Tetramethyl-4-piperidyl Methacrylat